tetrahydrofuran-3-yl palmitate C(CCCCCCCCCCCCCCC)(=O)OC1COCC1